2-[[4-[6-[(4-carbamoyl-2-fluoro-phenyl)methoxy]-2-pyridyl]piperazin-1-yl]methyl]-7-(3-hydroxy-3-methyl-but-1-ynyl)-3-[[(2S)-oxetan-2-yl]methyl]benzimidazole-5-carboxylic acid C(N)(=O)C1=CC(=C(C=C1)COC1=CC=CC(=N1)N1CCN(CC1)CC=1N(C2=C(N1)C(=CC(=C2)C(=O)O)C#CC(C)(C)O)C[C@H]2OCC2)F